5-(3-aminofurazan-4-yl)-1-hydroxyl-tetrazole ammonium salt [NH4+].NC1=NON=C1C1=NN=NN1O